{5-[(1,3-benzothiazol-2-yl)amino]-1H-pyrrolo[2,3-c]Pyridin-1-yl}-1,3-thiazole-4-carboxylic acid ethyl ester C(C)OC(=O)C=1N=C(SC1)N1C=CC=2C1=CN=C(C2)NC=2SC1=C(N2)C=CC=C1